3,6-dichloro-N-(3-pyridylmethyl)pyridazin-4-amine ClC=1N=NC(=CC1NCC=1C=NC=CC1)Cl